NC([C@H](CCC(=O)OC(C)(C)C)N1C(C2=CC=CC(=C2C1)OCC1=CC(=C(C=C1)CN1CCOCC1)C(NCCOC)=O)=O)=O (S)-tert-Butyl 5-amino-4-(4-((3-((2-methoxyethyl)carbamoyl)-4-(morpholino-methyl)benzyl)oxy)-1-oxoisoindolin-2-yl)-5-oxopentanoate